7,13-dioxa-4,10,18,19-tetraazatetracyclo[12.5.2.12,6.017,20]docosa-1(19),2(22),3,5,14(21),15,17(20)-heptaen-9-one C=12C=3C=NC=C(OCC(NCCOC=4C=CC(NN1)=C2C4)=O)C3